2-(4-(((4-(4-Ethoxyphenyl)-5-oxo-4,5-dihydro-1H-1,2,4-triazol-1-yl)-methyl)thio)-2-methylphenoxy)acetic acid C(C)OC1=CC=C(C=C1)N1C=NN(C1=O)CSC1=CC(=C(OCC(=O)O)C=C1)C